O1COC=2C(=NC=CC21)CN2[C@H](C[C@@H](C2)F)C(=O)NC=2C=NC(=NC2)N(C)C (2R,4S)-1-([1,3]dioxolo[4,5-c]pyridin-4-ylmethyl)-N-(2-(dimethylamino)pyrimidin-5-yl)-4-fluoropyrrolidine-2-carboxamide